ClC=1C=C(C2=C(CCO2)C1CC1=NC2=C(N1C[C@H]1OCC1)C=C(C=C2)C(=O)O)C2=NC(=CC=C2)OCC2=C(C=C(C=C2)C#N)F (S)-2-((5-chloro-7-(6-((4-cyano-2-fluorobenzyl)oxy)pyridin-2-yl)-2,3-dihydrobenzofuran-4-yl)methyl)-1-(oxetan-2-ylmethyl)-1H-benzo[d]imidazole-6-carboxylic acid